C(CCC)N1C=[N+](C=C1)C.FC(S(=O)(=O)[N-]S(=O)(=O)C(F)(F)F)(F)F bis((trifluoromethyl)sulfonyl)amid 1-butyl-3-methylimidazolium salt